calcium cis-1,2-cyclohexanedicarboxylate [C@@H]1([C@H](CCCC1)C(=O)[O-])C(=O)[O-].[Ca+2]